C1(CC1)[C@]1(C(N(C[C@H]1C)C=1C=2N(N=CC1)C=C(C2)N2N=C(C=C2)C)=O)C#N (3R,4S)-3-Cyclopropyl-4-methyl-1-(6-(3-methyl-1H-pyrazol-1-yl)pyrrolo[1,2-b]pyridazin-4-yl)-2-oxopyrrolidine-3-carbonitrile